ClC1=C(C=CC(=C1)Cl)[C@@H](C)NC1=NC(=NC=C1C(=O)N1CCCC1)N1CC(C1)[C@@H]1CN(CCC1)CCO [4-[[(1R)-1-(2,4-dichlorophenyl)ethyl]amino]-2-[3-[(3R)-1-(2-hydroxyethyl)-3-piperidyl]azetidin-1-yl]pyrimidin-5-yl]-pyrrolidin-1-yl-methanone